5-chloro-2-(2,3-difluoro-4-(2H-tetrazol-5-yl)phenoxy)-3-fluoropyridine ClC=1C=C(C(=NC1)OC1=C(C(=C(C=C1)C=1N=NNN1)F)F)F